FC(OC1=CC=C(OC2=CC=C(C=N2)C=2C(=NC=3CCCCC3C2)C)C=C1)(F)F 3-(6-(4-Trifluoromethoxyphenoxy)pyridin-3-yl)-2-methyl-5,6,7,8-tetrahydroquinolin